C(#N)C=1C=CC(=NC1)C=1C=C2C=C(C(N(C2=NC1)CCN1CCOCC1)=O)C(=O)NC1CC2(C1)CCC2 6-(5-cyanopyridin-2-yl)-1-(2-morpholinylethyl)-2-oxo-N-(spiro[3.3]hept-2-yl)-1,2-dihydro-1,8-naphthyridine-3-carboxamide